BrCCCCCCC(=O)N1CCN(CC1)CC(=O)NC1=C2C(N(C(C2=CC=C1)=O)C1C(NC(CC1)=O)=O)=O 2-[4-(7-bromoheptanoyl)piperazin-1-yl]-N-[2-(2,6-dioxopiperidin-3-yl)-1,3-dioxoisoindolin-4-yl]acetamide